4-(5-(ethoxycarbonyl)pyrimidin-2-yl)-1-methyl-1H-pyrazole-5-carboxylic acid C(C)OC(=O)C=1C=NC(=NC1)C=1C=NN(C1C(=O)O)C